methoxymethylsulfonyl-10-oxa-2,4,8,13-tetrazatricyclo[7.4.1.05,14]tetradeca-1,3,5,7,9(14)-pentaene COCS(=O)(=O)C=1N=C2NCCOC=3N=CC=C(N1)C23